CC=C(C(=O)[O-])CCCC methyl-butylacrylate